3-(4-(5-(4-(3,5-dichlorophenyl)piperazine-1-yl)pentyl)-1-oxoisoindoline-2-yl)piperidine-2,6-dione ClC=1C=C(C=C(C1)Cl)N1CCN(CC1)CCCCCC1=C2CN(C(C2=CC=C1)=O)C1C(NC(CC1)=O)=O